C(#N)C=1C=CC(=C(C1)C1=CC(=NC=C1C(=O)NC=1SC2=NC(=CC=C2N1)C1=CC(=C(C(=O)O)C=C1)C)C)OC 4-(2-(4-(5-cyano-2-methoxyphenyl)-6-methylnicotinamido)thiazolo[5,4-b]pyridin-5-yl)-2-methylbenzoic acid